ClC1=CC=C(C=C1)[C@H]1CN(C[C@H]1O)C(=O)C1=CC(=NN1)C1=CN=NC=C1 [(3S,4S)-3-(4-chlorophenyl)-4-hydroxy-pyrrolidin-1-yl]-(3-pyridazin-4-yl-1H-pyrazol-5-yl)methanone